N(=[N+]=[N-])C1=CC=C(C=CC=C2C(C(CC(C2)C)=CC=CC2=CC=C(C=C2)N=[N+]=[N-])=O)C=C1 2,6-bis(4'-azidocinnamylidene)-4-methylcyclohexanone